C(C1=CC=CC=C1)(=O)N[C@@H]1CC[C@H](CC1)C1=CN(C2=CN=CC=C21)C2=C(C(=O)N(C)C(C)C)C=C(C=C2)F 2-(3-(trans-4-benzoylaminocyclohexyl)-1H-pyrrolo[2,3-c]pyridin-1-yl)-5-fluoro-N-isopropyl-N-methylbenzamide